C1(=CC=CC=C1)C=1C=C(N)C=CC1C1=CC=CC=C1 3,4-diphenylaniline